3-AMINOPYRIDINE-5-BORONIC ACID NC=1C=NC=C(C1)B(O)O